(5-(2,6-difluorophenyl)pyridin-2-yl)methylamine FC1=C(C(=CC=C1)F)C=1C=CC(=NC1)CN